C(C(=C)C)(=O)OCC(OC1C=CC=C1)OC1C=CC=C1 dicyclopentadienyloxyethyl methacrylate